OC(C)CS(=O)(=O)[O-] 2-hydroxy-3-propanesulfonate